C(C)(C)(C)OC(=O)N[C@@H](C)C(=O)OC[C@@H](C)OC (R)-2-methoxypropyl (tert-butoxycarbonyl)-L-alaninate